CN(CCN1C=CC=2C1=NC=C(C2)C#CC=2C(=C(C(=O)O)C=CC2)C2=CC=C1C=CNC1=C2)C 3-[1-(2-Dimethylamino-ethyl)-1H-pyrrolo[2,3-b]pyridin-5-ylethynyl]-2-(1H-indol-6-yl)-benzoic Acid